C(C)OC(C(=C=O)C1C(CC(CC1)C1=CC(=CC(=C1)OC)OC)=C=O)=O 2-(4-(3,5-dimethoxyphenyl)-2-carbonylcyclohexyl)-2-carbonylacetic acid ethyl ester